NC1=C2C(=NC=N1)N(N=C2C2=CC=C(C=C2)OC2=CC=CC=C2)C2CCN(CC2)C2CC1CCC(C2)N1C1CN(C1)C=1C=C2C(N(C(C2=CC1)=O)C1C(NC(CC1)=O)=O)=O 5-(3-(3-(4-(4-amino-3-(4-phenoxyphenyl)-1H-pyrazolo[3,4-d]pyrimidin-1-yl)piperidin-1-yl)-8-azabicyclo[3.2.1]oct-8-yl)azetidin-1-yl)-2-(2,6-dioxopiperidin-3-yl)isoindoline-1,3-dione